C(/C1=CC=CC=C1)=N\NC(=O)C1=NC(=CN=C1)C1=CC=C(C=C1)OCC (E)-N'-benzylidene-6-(4-ethoxyphenyl)pyrazine-2-carbohydrazide